(1R,3S)-3-(3-{[(5-methyl-1,3-thiazol-2-yl)acetyl]amino}-1H-pyrazol-5-yl)cyclopentyl tert-butylcarbamate C(C)(C)(C)NC(O[C@H]1C[C@H](CC1)C1=CC(=NN1)NC(CC=1SC(=CN1)C)=O)=O